ClC=1C=C(C=NC1F)S(=O)(=O)NC1=NC(=CC=C1)F 5-chloro-6-fluoro-N-(6-fluoropyridin-2-yl)pyridine-3-sulfonamide